C(C)(C)(C)OC(N(C)C1CN(C1)C1=NC(=NC(=C1)Cl)N)=O.FC(N1N=CC(=C1)C1=NC(=NC(=C1)N1CC(C1)NC)N)F 4-(1-(difluoromethyl)-1H-pyrazol-4-yl)-6-(3-(methylamino)azetidin-1-yl)pyrimidin-2-amine tert-Butyl-(1-(2-amino-6-chloropyrimidin-4-yl)azetidin-3-yl)(methyl)carbamate